OC=1C=C(C=NC1)C=1C=C(SC1)C(=O)N1CCN(CC1)C1=CC=C(C(=O)OCC=C)C=C1 Prop-2-enyl 4-[4-[4-(5-hydroxypyridin-3-yl)thiophene-2-carbonyl]piperazin-1-yl]benzoate